tert-butyl 6-((4-(dimethylamino)-3-iodo-1H-pyrazolo[3,4-d]pyrimidin-1-yl)methyl)-3,4-dihydroisoquinoline-2(1H)-carboxylate CN(C1=C2C(=NC=N1)N(N=C2I)CC=2C=C1CCN(CC1=CC2)C(=O)OC(C)(C)C)C